BrC=1N=C(SC1)[C@H]([C@@H](C(=O)OCC)NC(=O)OC(C)(C)C)OCC(F)F ethyl (2S,3S)-3-(4-bromothiazol-2-yl)-2-((tert-butoxycarbonyl)amino)-3-(2,2-difluoroethoxy)propanoate